Cl.ClC=1C=CC(=NC1)C1(OC2=C(O1)C=CC=C2N2[C@H]1[C@@H](NCC2)COC1)C |r| rac-(4aR,7aS)-1-(2-(5-chloropyridin-2-yl)-2-methylbenzo[d][1,3]dioxol-4-yl)octahydrofuro[3,4-b]pyrazine hydrochloride